C(C)(C)OC=1C=CC(=NC1)C(C)=O 1-(5-isopropoxypyridin-2-yl)ethanone